CN1C[C@H](CC(=CC1)C1=C(C(=CC=2CCOC21)NC2=NC(=CC(=N2)C)NC)C)O |o1:3| rel-(3S)-1-methyl-5-[6-methyl-5-[[4-methyl-6-(methylamino)pyrimidin-2-yl]amino]-2,3-dihydrobenzofuran-7-yl]-2,3,4,7-tetrahydroazepin-3-ol